12-{5-[(2-dodecyl-1-oxotetradecyl) oxy] pentyl}-3-methyl-10-oxo-3,9-diaza-6,11-dioxaheptadecan-17-yl 2-dodecyltetradecanoate C(CCCCCCCCCCC)C(C(=O)OCCCCCC(OC(NCCOCCN(CC)C)=O)CCCCCOC(C(CCCCCCCCCCCC)CCCCCCCCCCCC)=O)CCCCCCCCCCCC